N-(1,1-dioxido-2-(o-tolyl)-3,4-dihydro-2H-benzo[b][1,4,5]oxathiazepin-8-yl)-5-methyloxazole-4-carboxamide O=S1(C2=C(OCCN1C1=C(C=CC=C1)C)C=CC(=C2)NC(=O)C=2N=COC2C)=O